N[C@H](C(=O)NCC(CC(=O)[O-])(C)C)C 4-[(2S)-2-aminopropionylamino]-3,3-dimethylbutanoate